methyl-d3 4-amino-1-(4-(1-hydroxyethyl)phenyl)-2-oxo-7-(trifluoromethyl)-1,2-dihydro-1,8-naphthyridine-3-carboxylate NC1=C(C(N(C2=NC(=CC=C12)C(F)(F)F)C1=CC=C(C=C1)C(C)O)=O)C(=O)OC([2H])([2H])[2H]